N-[(1S)-2,2,2-trifluoro-1-methylethyl]benzamide FC([C@H](C)NC(C1=CC=CC=C1)=O)(F)F